(S)-1-(3-(4-amino-3-((2,6-dimethoxypyridin-4-yl)ethynyl)-7-((tetrahydro-2H-pyran-4-yl)methyl)-1H-pyrazolo[4,3-c]pyridin-1-yl)pyrrolidin-1-yl)prop-2-en-1-one NC1=NC=C(C2=C1C(=NN2[C@@H]2CN(CC2)C(C=C)=O)C#CC2=CC(=NC(=C2)OC)OC)CC2CCOCC2